CS(=O)(=O)C1=NC=NC2=C1C=C1N2C(OC2=C1C=CC=C2)C(=O)OCC ethyl 11-(methylsulfonyl)-6H-benzo[e]pyrimido[5',4':4,5]pyrrolo[1,2-c][1,3]oxazine-6-carboxylate